ferrocenylpalladium chloride [C-]1(C=CC=C1)[Pd]Cl.[CH-]1C=CC=C1.[Fe+2]